(Z)-2-(2-(bromomethylene)-3-oxo-2,3-dihydro-1H-cyclopenta[b]anthracene-1-ylidene)malononitrile Br\C=C\1/C(C=2C(=CC3=CC4=CC=CC=C4C=C3C2)C1=C(C#N)C#N)=O